tetrakis-(3,5-bis-trifluoromethylphenyl)-borate FC(C=1C=C(C=C(C1)C(F)(F)F)[B-](C1=CC(=CC(=C1)C(F)(F)F)C(F)(F)F)(C1=CC(=CC(=C1)C(F)(F)F)C(F)(F)F)C1=CC(=CC(=C1)C(F)(F)F)C(F)(F)F)(F)F